C1(CCC1)C=1CN(C2=CC(=NC=C2C1)NC1=NC=C(C=C1)C)CC 3-cyclobutyl-1-ethyl-7-((5-methylpyridin-2-yl)amino)-1,6-naphthyridin